(1S,3R)-3-{4-[3-(2-chlorophenyl)-4-(cyclopropoxymethyl)-1,2-oxazol-5-yl]-5-methyl-1H-pyrazol-1-yl}-1-methylcyclobutan-1-ol ClC1=C(C=CC=C1)C1=NOC(=C1COC1CC1)C=1C=NN(C1C)C1CC(C1)(O)C